(2S,5S)-5-((S)-2-Acetylamino-3-methyl-pentanoylamino)-4-oxo-1,2,4,5,6,7-hexahydro-azepino[3,2,1-hi]indole-2-carboxylic acid (1H-[1,2,3]triazol-4-ylmethyl)-amide N1N=NC(=C1)CNC(=O)[C@H]1N2C3=C(C=CC=C3C1)CC[C@@H](C2=O)NC([C@H](C(CC)C)NC(C)=O)=O